N-(3-chloro-2-methoxyphenyl)-4-{[(3-hydroxypyridin-4-yl)methyl]amino}-2-oxo-1,2,5,6-tetrahydropyridine-3-carbothioamide ClC=1C(=C(C=CC1)NC(=S)C=1C(NCCC1NCC1=C(C=NC=C1)O)=O)OC